5-methyl-2-oxoindole CC1=CC2=CC(N=C2C=C1)=O